(S)-7-difluoromethyl-1-(2-(5-methoxy-1H-indol-3-yl)ethyl)-6-methoxy-3,4-dihydroisoquinoline-2(1H)-formaldehyde FC(C1=C(C=C2CCN([C@H](C2=C1)CCC1=CNC2=CC=C(C=C12)OC)C=O)OC)F